Racemic-N-(8,9-difluoro-6-oxo-1,4,5,6-tetrahydro-2H-pyrano[3,4-c]isoquinolin-1-yl)-7-fluoro-N-methyl-1H-indole-2-carboxamide FC=1C(=CC=2C3=C(NC(C2C1)=O)COC[C@@H]3N(C(=O)C=3NC1=C(C=CC=C1C3)F)C)F |r|